C(CCCCCCCCCC)OC(CCCCCCBr)=O 7-bromoheptanoic acid undecyl ester